2-(1-oxa-9-azaspiro[5.5]undecan-4-yl)ethan-1-ol O1CCC(CC12CCNCC2)CCO